4-chloro-5',6'-dihydro-[2,4'-bipyridine]-1'(2'H)-carboxylic acid tert-butyl ester C(C)(C)(C)OC(=O)N1CC=C(CC1)C1=NC=CC(=C1)Cl